Cl.BrC1=CC2=C(NC(O2)=O)C=C1NN 6-bromo-5-hydrazineylbenzo[d]oxazol-2(3H)-one hydrochloride